N[C@@H](CO)C1=CC(=NC=C1)OC(F)F |o1:1| rel-(2R)-2-amino-2-[2-(difluoromethoxy)pyridin-4-yl]ethanol